gamma-glycidoxypropyl-trimethoxysilane methyl-2-methyl-5-((2-(trifluoromethyl)pyridin-3-yl)methoxy)-2H-indazole-3-carboxylate COC(=O)C=1N(N=C2C=CC(=CC12)OCC=1C(=NC=CC1)C(F)(F)F)C.C(C1CO1)OCCC[Si](OC)(OC)OC